N1=C(C=NC=C1)C(C)NC(=O)C1=CC2=CC=CC(=C2C=C1)OC1=CC=C(C=C1)C(F)(F)F N-(1-pyrazin-2-ylethyl)-5-[4-(trifluoromethyl)phenoxy]naphthalene-2-carboxamide